Cl.CC=1C(=C(CC2=C(C#N)C=CC=C2)C=C(C1)C)OCCN1CCN(CC1)C (3,5-Dimethyl-2-(2-(4-methylpiperazin-1-yl)ethoxy)benzyl)benzonitrile hydrochloride